6-(cyclopropanecarboxamido)-N-(methyl-d3)-4-((2-methyl-2,4-dihydrochromeno[4,3-c]pyrazol-6-yl)amino)nicotinamide C1(CC1)C(=O)NC1=NC=C(C(=O)NC([2H])([2H])[2H])C(=C1)NC1=CC=CC2=C1OCC=1C2=NN(C1)C